(2S)-19,19,19-trifluoro-1-trityloxy-nonadecan-2-ol FC(CCCCCCCCCCCCCCCC[C@@H](COC(C1=CC=CC=C1)(C1=CC=CC=C1)C1=CC=CC=C1)O)(F)F